5-(2-isobutyl-7H-pyrrolo[2,3-d]pyrimidin-5-yl)-N-(trans-4-methoxycyclohexyl)pyrazolo[1,5-a]pyridine-3-carboxamide C(C(C)C)C=1N=CC2=C(N1)NC=C2C2=CC=1N(C=C2)N=CC1C(=O)N[C@@H]1CC[C@H](CC1)OC